OC(C)C1=C2C=CN(C2=CC=C1)S(=O)(=O)C1=C2C=CNC(C2=CC=C1)=O 5-[4-(1-hydroxyethyl)indol-1-yl]sulfonyl-2H-isoquinolin-1-one